C(CCCCC)NCCC(CCN)NC(=N)N N-hexyl-3-guanidino-1,5-pentanediamine